CN1N=C(C2=NC=C(C=C21)O)C 1,3-dimethyl-1H-pyrazolo[4,3-b]pyridin-6-ol